(diphenylphosphoryl)(phenyl)methanone C1(=CC=CC=C1)P(=O)(C1=CC=CC=C1)C(=O)C1=CC=CC=C1